ClC1=NC=CC(=C1)OC1=C(N=C(S1)N(C)C)C1=NC(=CC=C1)C 5-(2-chloropyridin-4-yloxy)-N,N-dimethyl-4-(6-methylpyridin-2-yl)thiazol-2-amine